C(CN1C(=NC2=C1C=CC(=C2OC)C(N)=O)C2=C(C(=O)O)C=CN=C2)N2C(=NC1=C2C=CC(=C1OC)C(N)=O)C1=C(C(=O)O)C=CN=C1 3'-(ethane-1,2-diylbis(5-carbamoyl-4-methoxy-1H-benzo[d]imidazole-1,2-diyl))diisonicotinic acid